NC=1NC(C2=C(N1)NC(=C2C=2C=NN(C2)CC2=CC=C(C(=O)O)C=C2)C2=CC=C(C=C2)S(N(C)C)(=O)=O)=O 4-((4-(2-amino-6-(4-(N,N-dimethylsulfamoyl)phenyl)-4-oxo-4,7-dihydro-3H-pyrrolo[2,3-d]pyrimidin-5-yl)-1H-pyrazol-1-yl)methyl)benzoic acid